FC(C(C(C(C(C(F)(F)F)(F)F)(F)F)(F)F)(F)F)(OC(=O)C=1C=C(C=C(C1)C(=O)OC(C(C(C(C(C(F)(F)F)(F)F)(F)F)(F)F)(F)F)(F)F)O)F 3,5-bis(perfluorohexyloxycarbonyl)phenol